C(CC)SSCCC 1,2-dipropyl-disulfane